2-ethyl-9,10-diisopropoxylanthracene C(C)C1=CC2=C(C3=CC=CC=C3C(=C2C=C1)OC(C)C)OC(C)C